FC(C1=CC=C(C=C1)NC1=C(C=CC=C1)C1=NN=C(O1)C(C)(C)O)(F)F 2-(5-(2-((4-(trifluoromethyl)phenyl)amino)phenyl)-1,3,4-oxadiazol-2-yl)propan-2-ol